4,8-difluoro-2,6-bis(4-pentylcyclohexyl)-1,5-dihydropyrrolo[2,3-f]indole FC1=C2C(=C(C=3C=C(NC13)C1CCC(CC1)CCCCC)F)NC(=C2)C2CCC(CC2)CCCCC